N'-(4-butylphenyl)-bis-N,N'-phenyl-1,4-phenylenediamine C(CCC)C1=CC=C(C=C1)NC1=CC=C(C=C1)N(C1=CC=CC=C1)C1=CC=CC=C1